2-[7-{1-carboxy-2-[4-(2-ethoxyethoxy)phenyl]ethyl}-4,10-bis(carboxymethyl)-1,4,7,10-tetraazacyclododec-1-yl]butanoic acid C(=O)(O)C(CC1=CC=C(C=C1)OCCOCC)N1CCN(CCN(CCN(CC1)CC(=O)O)C(C(=O)O)CC)CC(=O)O